O1CC(C1)N1CCNCC1 1-(3-oxetanyl)piperazine